ClC1=CC=C2C(=CNC2=C1F)S(=O)(=O)NC1=NC=C(C(=N1)OC)OC(CF)([2H])[2H] 6-chloro-N-[5-(1,1-dideutero-2-fluoro-ethoxy)-4-methoxy-pyrimidin-2-yl]-7-fluoro-1H-indole-3-sulfonic acid amide